C(CCCCC)C(C(=O)OCCCCCCN(CCCCCCOC(C(CCCCCCCC)CCCCCC)=O)CCNC(CCC(NCCN(CCCCCCOC(C(CCCCCCCC)CCCCCC)=O)CCCCCCOC(C(CCCCCCCC)CCCCCC)=O)=O)=O)CCCCCCCC 6-({2-[3-({2-[bis({6-[(2-hexyldecanoyl)oxy]hex-yl})amino]-ethyl}carbamoyl)propan-amido]ethyl}-({6-[(2-hex-yldecanoyl)-oxy]hexyl})-amino)hexyl 2-hexyldecanoate